FC(C(=O)NC=1C=C2C(=NC=NC2=CC1OC)C=1C(=NN(C1)C)C1=CC=CC=C1)=C 2-fluoro-N-(7-methoxy-4-(1-methyl-3-phenyl-1H-pyrazol-4-yl)quinazolin-6-yl)acrylamide